FC=1C=CC(=NC1)OC1=C(C=C(C=C1)NC(=O)NC(=O)C1CC(C1)OC)C N-((4-((5-fluoropyridin-2-yl)oxy)-3-methylphenyl)carbamoyl)-3-methoxycyclobutane-1-carboxamide